Cl.COC1(CC1)[C@@H](C(=O)OC)NC methyl (2S)-2-(1-methoxycyclopropyl)-2-(methylamino)acetate hydrochloride